ClC=1C=C(C=NC1N1N=CC=N1)NC(=O)C=1C=NN(C1C(F)(F)F)C1=NC(=CC=C1Cl)Cl N-(5-chloro-6-(2H-1,2,3-triazol-2-yl)pyridin-3-yl)-1-(3,6-dichloropyridin-2-yl)-5-(trisFluoromethyl)-1H-pyrazole-4-carboxamide